CC1(NC(CC(C1)C(=O)O)(C)C)C 2,2,6,6-tetramethylpiperidine-4-formic acid